3-(4-((tetrahydro-2H-pyran-2-yl)oxy)phenyl)propanoic acid O1C(CCCC1)OC1=CC=C(C=C1)CCC(=O)O